OCCC=1C=NSSC1 5-(2-hydroxyethyl)dithiazine